C(C=C)(=O)OC=C1C(=O)NC(C1)=O acryloyloxymethyleneSuccinimide